1-(6Z,9Z,12Z-octadecatrienoyl)-2-(11Z-docosenoyl)-glycero-3-phospho-(1'-sn-glycerol) CCCCCCCCCC/C=C\CCCCCCCCCC(=O)O[C@H](COC(=O)CCCC/C=C\C/C=C\C/C=C\CCCCC)COP(=O)(O)OC[C@H](CO)O